4-cyano-2,6-diisopropylphenol C(#N)C1=CC(=C(C(=C1)C(C)C)O)C(C)C